BrC=1C=C(OCCSCC2=CNC(O2)=O)C=CC1 5-[(3-Bromophenoxyethylthio)methyl]oxazol-2(3H)-one